C1(CC1)C1=NN(C(=C1C(F)(F)F)C(=O)NC1=CC(=NC=C1)S(=O)(=N)C)CC1C(C12CCC2)(F)F 3-Cyclopropyl-1-((2,2-difluorospiro[2.3]hexan-1-yl)methyl)-N-(2-(S-methylsulfonimidoyl)pyridin-4-yl)-4-(trifluoromethyl)-1H-pyrazole-5-carboxamide